C[NH+]1CCCCC1 methyl-piperidin-1-ium